O=C1N(C2(CCN(C2)C(CC)=O)C(N(C1)C1=C(C=C(C#N)C=C1)F)=O)CC1=CC=C(C=C1)C(F)(F)F 4-(7,10-dioxo-2-propionyl-6-(4-(trifluoromethyl)benzyl)-2,6,9-triazaspiro[4.5]decan-9-yl)-3-fluorobenzonitrile